NC1=C2C(=NC=N1)N(N=C2C=2C=NC=C(C2)O)C(C)C=2OC(C1=CC=CC=C1C2C2=CC(=CC=C2)C(C)N(C)C)=O 3-(1-(4-Amino-3-(5-hydroxypyridin-3-yl)-1H-pyrazolo[3,4-d]pyrimidin-1-yl)ethyl)-4-(3-(1-(dimethylamino)ethyl)phenyl)-1H-isochromen-1-one